FC(OC1=CC=C(C=C1)NC(=S)N)(F)F (4-(trifluoromethoxy)phenyl)thiourea